FC(OC=1C(=NC=C(C1)OC1CN(C1)CCCF)[C@H]1N([C@@H](CC2=C1NC1=CC=CC=C21)C)CC(F)(F)F)F (1S,3R)-1-(3-(difluoromethoxy)-5-((1-(3-fluoropropyl)azetidin-3-yl)oxy)pyridin-2-yl)-3-methyl-2-(2,2,2-trifluoroethyl)-2,3,4,9-tetrahydro-1H-pyrido[3,4-b]indole